2-({2-[2-(3,5-dimethyl-1H-pyrazol-1-yl)ethyl]-8,9-dimethoxy-[1,2,4]triazolo[1,5-c]quinazolin-5-yl}sulfanyl)-N-(4-fluorophenyl)butanamide CC1=NN(C(=C1)C)CCC1=NN2C(=NC=3C=C(C(=CC3C2=N1)OC)OC)SC(C(=O)NC1=CC=C(C=C1)F)CC